(E)-N-(4-(N-(3,5-difluorobenzyl)-N-(4-fluorobenzyl)sulfamoyl)phenyl)-3-(pyridin-4-yl)acrylamide FC=1C=C(CN(S(=O)(=O)C2=CC=C(C=C2)NC(\C=C\C2=CC=NC=C2)=O)CC2=CC=C(C=C2)F)C=C(C1)F